(Z)-7-[(1R,2R,3R,4s)-3-[(Z)-benzhydryliminomethyl]-2-bicyclo[2.2.2]oct-5-enyl]hept-5-enoic acid C(C1=CC=CC=C1)(C1=CC=CC=C1)\N=C/[C@H]1[C@@H]([C@H]2C=C[C@@H]1CC2)C\C=C/CCCC(=O)O